(R)-6-chloro-3-((1-(2-(4-(3-(dimethylamino)-1H-pyrazol-1-yl)piperidin-1-yl)-3,6-dimethyl-4-oxo-3,4-dihydroquinazolin-8-yl)ethyl)amino)-N-(methylsulfonyl)picolinamide ClC1=CC=C(C(=N1)C(=O)NS(=O)(=O)C)N[C@H](C)C=1C=C(C=C2C(N(C(=NC12)N1CCC(CC1)N1N=C(C=C1)N(C)C)C)=O)C